(S)-N-(1-(2-chloro-3-(2-(dimethylamino)ethoxy)phenyl)-1,4,5,7-tetrahydropyrano[3,4-c]pyrazol-4-yl)-5,6,7,8-tetrahydroimidazo[1,5-a]pyridine-1-carboxamide ClC1=C(C=CC=C1OCCN(C)C)N1N=CC2=C1COC[C@H]2NC(=O)C=2N=CN1C2CCCC1